(1S,3S,5S)-5-methyl-2-(2-(1-oxo-5-phenoxyisoindolin-2-yl)acetyl)-2-azabicyclo[3.1.0]Hexane-3-carboxylic acid ethyl ester C(C)OC(=O)[C@H]1N([C@H]2C[C@]2(C1)C)C(CN1C(C2=CC=C(C=C2C1)OC1=CC=CC=C1)=O)=O